methyl 2-(1-(tert-butoxycarbonyl) piperidin-4-yl)-5-(6-(trifluoromethyl) picolinamido)-2H-indazole-6-carboxylate C(C)(C)(C)OC(=O)N1CCC(CC1)N1N=C2C=C(C(=CC2=C1)NC(C1=NC(=CC=C1)C(F)(F)F)=O)C(=O)OC